O=S1(CCC12CN(C2)C2=CC(=NC1=C(N=CC=C21)C2=CC=NN2)N2CCOCC2)=O 4-(1,1-dioxido-1-thia-6-azaspiro[3.3]hept-6-yl)-2-(morpholin-4-yl)-8-(1H-pyrazol-5-yl)-1,7-naphthyridine